NC1=CC(=C(C=C1OC)C1CCN(CC1)C(=O)[O-])C=1C=NN(C1)C 4-(4-Amino-5-methoxy-2-(1-methyl-1H-pyrazol-4-yl)phenyl)piperidine-1-carboxylate